CC1=CC=C(C=C1)N1C(C2=CC=CC=C2C1=O)=O 2-(p-methylphenyl)isoindoline-1,3-dione